fluoro-5-(5-methyl-2-(3,4,5-trimethylphenylamino)pyrimidin-4-ylamino)benzo[d]oxazol-2(3H)-one FN1C(OC2=C1C=C(C=C2)NC2=NC(=NC=C2C)NC2=CC(=C(C(=C2)C)C)C)=O